4-((1R,5S)-8-((benzyloxy)carbonyl)-3,8-diazabicyclo[3.2.1]oct-3-yl)-2-chloro-5,8-dihydropyrido[3,4-d]pyrimidine-7(6H)-carboxylic acid tert-butyl ester C(C)(C)(C)OC(=O)N1CC=2N=C(N=C(C2CC1)N1C[C@H]2CC[C@@H](C1)N2C(=O)OCC2=CC=CC=C2)Cl